4-methyl-6-nitro-2H-isoquinolin-1-one CC1=CNC(C2=CC=C(C=C12)[N+](=O)[O-])=O